Octadecyl-3-(3,5-di-tert-butyl-4-hydroxyphenyl)propanoat C(CCCCCCCCCCCCCCCCC)OC(CCC1=CC(=C(C(=C1)C(C)(C)C)O)C(C)(C)C)=O